4-(4-cyclohexyl-2-methyl-1,3-oxazol-5-yl)-2-fluorobenzenesulfonamide C1(CCCCC1)C=1N=C(OC1C1=CC(=C(C=C1)S(=O)(=O)N)F)C